ClC1=C(C=NC=C1)C1C(OC(O1)(C)C)CO (5-(4-chloropyridin-3-yl)-2,2-dimethyl-1,3-dioxolan-4-yl)methanol